benzo[d][1,3,2]benzodioxaphosphepine C1=CC=CC=2OPOC3=C(C21)C=CC=C3